3-(5-(trifluoromethoxy)-2,3-dihydrobenzofuran-2-yl)benzoic acid FC(OC=1C=CC2=C(CC(O2)C=2C=C(C(=O)O)C=CC2)C1)(F)F